CN(CCC(CCCCCCCCCC=CCC=CCCCCC)CCCCCCCCC)C N,N-dimethyl-3-nonyldocosa-13,16-dien-1-amine